C(C#CC(=O)[O-])(=O)[O-].[K+].[K+] potassium butynedioate salt